FC(C=1C=C(CC2C(C=3C=CC(=CC3CC2)NC(CCCCCCC(=O)NO)=O)=O)C=C(C1)C(F)(F)F)(F)F N1-(6-(3,5-bis(trifluoromethyl)benzyl)-5-oxo-5,6,7,8-tetrahydronaphthalen-2-yl)-N8-hydroxyoctanediamide